C(C1=CC=CC=C1)OC(=O)[C@@H]1C(C12CCN(CC2)S(N)(=O)=O)(F)F (1R)-2,2-difluoro-6-sulfamoyl-6-azaspiro[2.5]octane-1-carboxylic acid benzyl ester